FC(C1=C(OC(C)[C@@H]2CNCCC2)C=CC=C1)(F)F (3S)-3-(1-(2-(trifluoromethyl)phenoxy)ethyl)piperidine